2-ethylhexyl-phosphonic acid mono-2-ethylhexyl ester C(C)C(COP(O)(=O)CC(CCCC)CC)CCCC